ClC1=CC=C(S1)CNC1=CC(=NN1C(C(C)(C)C)=O)C1CN(CC1)S(=O)(=O)C 1-(5-{[(5-chlorothiophen-2-yl)methyl]amino}-3-(1-methanesulfonylpyrrolidin-3-yl)-1H-pyrazol-1-yl)-2,2-dimethylpropan-1-one